6-[3-(4-mesyl-2-anisidino)-1-propynyl]-4-(1-methyl-4-piperidylsulfonylamino)-1-(2,2,2-trifluoroethyl)indole S(=O)(=O)(C)C=1C=C(C(OC)=CC1)NCC#CC1=CC(=C2C=CN(C2=C1)CC(F)(F)F)NS(=O)(=O)C1CCN(CC1)C